C(C)(C)(C)N(C([O-])=O)CCCN(C(=O)C1=CC2=C(N=C(C1)N)C=C(S2)CCCCCN)CCC.CC=2C=C(C=C(C2)C)[B-](C2=CC(=CC(=C2)C)C)(C2=CC(=CC(=C2)C)C)C2=CC(=CC(=C2)C)C.C2(=CC=CC=C2)[C+](C2=CC=CC=C2)C2=CC=CC=C2.C2(=CC=CC=C2)[C+](C2=CC=CC=C2)C2=CC=CC=C2 triphenylcarbenium tetrakis(3,5-dimethylphenyl)borate Tert-butyl-(3-(5-amino-2-(5-aminopentyl)-N-propyl-6H-thieno[3,2-b]azepine-7-carboxamido)propyl)carbamate